silicon(IV) bromide [Si](Br)(Br)(Br)Br